C[Si](C(CCOC1=NN(C=C1)C(=O)OC(C)(C)C)=C)(C)C tert-Butyl 3-(3-trimethylsilylbut-3-enoxy)pyrazole-1-carboxylate